hydrazine dithioformate C(=S)S.NN